CC1=C(C(=CC=C1)C)N1C(C2=C(N(S1(=O)=O)C)C=CC(=C2)C(=O)O)=O (2,6-dimethylphenyl)-1-methyl-4-oxo-3,4-dihydro-1H-benzo[c][1,2,6]thiadiazine-6-carboxylic acid 2,2-dioxide